2-((p-(dimethylamino)phenyl)azo)pyridine CN(C1=CC=C(C=C1)N=NC1=NC=CC=C1)C